N-methyl-1-(1-methyl-2-oxo-1,2,3,4-tetrahydroquinolin-4-yl)methanaminium chloride [Cl-].C[NH2+]CC1CC(N(C2=CC=CC=C12)C)=O